N-(2-formyl-4-methoxyphenyl)imidazo[1,2-a]pyridine-8-carboxamide C(=O)C1=C(C=CC(=C1)OC)NC(=O)C=1C=2N(C=CC1)C=CN2